(1S)-6-chloro-1-(2-methylpropyl)-2-[4-(trifluoromethyl)pyrimidin-2-yl]-2,3,4,9-tetrahydro-1H-pyrido[3,4-b]indole ClC=1C=C2C3=C(NC2=CC1)[C@@H](N(CC3)C3=NC=CC(=N3)C(F)(F)F)CC(C)C